FC=1C=C(OCC=2C=C(C3=C(OCO3)C2)NC(=O)C2NC(CC2)=O)C=CC1 N-(6-((3-Fluorophenoxy)methyl)benzo[d][1,3]dioxol-4-yl)-5-oxopyrrolidine-2-carboxamide